N2-(2-ethoxyethyl)-6-phenyl-N4-(pyridin-4-yl)-1,3,5-triazine-2,4-diamine C(C)OCCNC1=NC(=NC(=N1)NC1=CC=NC=C1)C1=CC=CC=C1